cinnamyl-1,6-hexanediamine C(C=CC1=CC=CC=C1)C(CCCCCN)N